O([Si](C)(C)C(C)(C)C)CC1=C(N=C2N1C=CC=C2)CCl ((tert-butyldimethylsiloxy)methyl)-2-(chloromethyl)imidazo[1,2-a]pyridine